CC1=C(OC(C(=O)OCC)(C)C)C(=CC(=C1)CCN1N=CN(C1=O)C1=CC=C(C=C1)C(F)(F)F)C Ethyl 2-(2,6-dimethyl-4-(2-(5-oxo-4-(4-(trifluoromethyl)phenyl)-4,5-dihydro-1H-1,2,4-triazol-1-yl)ethyl)-phenoxy)-2-methylpropionate